3-(piperazine-1-carbonyl)benzoic acid [(2R)-3-(3-ethyl-4-oxo-spiro[6,8-dihydro-5H-pyrazolo[4,3-c]azepin-7,4'-tetrahydropyran]-1-yl)-2-methyl-propyl] ester C(C)C1=NN(C2=C1C(NCC1(CCOCC1)C2)=O)C[C@H](COC(C2=CC(=CC=C2)C(=O)N2CCNCC2)=O)C